C(C)(C)(C)OC(=O)N1C=CC2=C(C(=CC(=C12)C)OC)O[C@H]1[C@H](CN(CC1)C(=O)OC(C)(C)C)C1=CC=C(C=C1)C(=O)OC |r| (±)-rel-(3S,4R)-4-((1-(tert-butoxycarbonyl)-3-(4-(methoxycarbonyl)phenyl)piperidin-4-yl)oxy)-5-methoxy-7-methyl-1H-indole-1-carboxylic acid tert-butyl ester